ClC=1C=C(C=CC1OC1=CC(=NC=C1)N1CC(CC1)C(F)(F)F)NC=1C2=C(N=CN1)NC=C2C2CCN(CC2)C(C=C)=O 1-(4-(4-((3-chloro-4-((2-(3-(trifluoromethyl)pyrrolidin-1-yl)pyridin-4-yl)oxy)phenyl)amino)-7H-pyrrolo[2,3-d]pyrimidin-5-yl)piperidin-1-yl)prop-2-en-1-one